2-(2,4,6-trimethylpyridin-3-yl)phenol CC1=NC(=CC(=C1C1=C(C=CC=C1)O)C)C